CN([C@H](CCCCN)C(=O)O)C([C@@H](CCC(=O)OC(C)(C)C)NC(CCCC1=CC=C(C=C1)I)=O)=O.C(C)(C)(C)C1=CC=C(C=C1)C(CC(=O)C1=CC=C(C=C1)OC)=O 1-(4-tert-butylphenyl)-3-(4'-methoxyphenyl)propane-1,3-dione methyl-((R)-5-(tert-butoxy)-2-(4-(4-iodophenyl)butanamido)-5-oxopentanoyl)-D-lysinate